1,4-bis(4-aminophenoxy)-2-phenylbenzene NC1=CC=C(OC2=C(C=C(C=C2)OC2=CC=C(C=C2)N)C2=CC=CC=C2)C=C1